(R)-4-(5-chloro-2-methoxy-4-(methylsulfinyl)phenyl)-N-(5-methoxy-1,3,4-thiadiazol-2-yl)-6-methylnicotinamide ClC=1C(=CC(=C(C1)C1=CC(=NC=C1C(=O)NC=1SC(=NN1)OC)C)OC)[S@](=O)C